CC(CN1N=NN=C1C)C=1C=C(C=CC1)NC(=O)C1=NC(=CC=C1)C(F)(F)F N-[3-[1-methyl-2-(5-methyltetrazol-1-yl)ethyl]phenyl]-6-(trifluoromethyl)pyridine-2-carboxamide